Methyl (S)-4-methyl-3-phenyl-2,3,4,5-tetrahydrobenzo[f][1,4]oxazepine-8-carboxylate CN1[C@H](COC2=C(C1)C=CC(=C2)C(=O)OC)C2=CC=CC=C2